CN1N=CC(=C1C1=CC=C(C=C1)C1=C2C=C(N=CC2=C(N=C1)NC)C1(CC1)C(=O)N)C (5-(4-(1,4-dimethyl-1H-pyrazol-5-yl)phenyl)-8-(methylamino)-2,7-naphthyridin-3-yl)cyclopropanecarboxamide